BrC=1C=C(C=CC1F)NC(CCl)=O N-(3-bromo-4-fluorophenyl)-2-chloroacetamide